(6-([1,1'-biphenyl]-3-ylmethyl)-5-isobutyryl-5-azaspiro[2.4]heptan-7-yl)methanesulfonamide 4,7,10,13,16,19,22,25,28-nonaoxo-2,5,8,11,14,17,20,23,26,29-decaazadotriacontan-32-oate O=C(CNC)NCC(NCC(NCC(NCC(NCC(NCC(NCC(NCC(NCCC(=O)O)=O)=O)=O)=O)=O)=O)=O)=O.C1(=CC(=CC=C1)CC1N(CC2(CC2)C1CS(=O)(=O)N)C(C(C)C)=O)C1=CC=CC=C1